7-hydroxy-5-methyl-3-((1-((2-(trimethylsilyl)ethoxy)methyl)-1H-indazol-4-yl)methyl)-3,5-dihydro-4H-pyridazino[4,5-b]indol-4-one OC=1C=CC=2C3=C(N(C2C1)C)C(N(N=C3)CC3=C1C=NN(C1=CC=C3)COCC[Si](C)(C)C)=O